6-bromo-2,5-dichloroquinazoline BrC=1C(=C2C=NC(=NC2=CC1)Cl)Cl